(S)-1-(5-chloro-4-((2-cyclopropyl-3,3-difluoro-7-methyl-6-oxo-1,2,3,4,6,7-hexahydro-[1,4]oxazepino[2,3-c]quinolin-10-yl)amino)pyrimidin-2-yl)-3-methylazetidine-3-carbonitrile ClC=1C(=NC(=NC1)N1CC(C1)(C#N)C)NC1=CC=2C3=C(C(N(C2C=C1)C)=O)OCC([C@@H](N3)C3CC3)(F)F